4-aminomethylcyclohexanemethanol NCC1CCC(CC1)CO